COS(=O)(=O)[O-].C(CCCCCCCCCCCCCCCCC)(=O)[N+](CCO)(CC)C(CCCCCCCCCCCCCCCCC)=O distearoyl-ethyl-hydroxyethyl-ammonium methyl-sulfate